CN(CCCNS(=O)(=O)CCNC(CCCCCCCCCCCCCCC(=O)O)(CCCCCCCCCCCCCCC(=O)O)COC(CCCCCCCCCCCCC)=O)C.C(C(=C)C)(=O)OCC[Si](O[Si](C)(C)C)(O[Si](C)(C)C)O[Si](C)(C)C methacryloxyethyl-tris(trimethylsiloxy)silane 2-((2-(N-(3-(Dimethylamino)propyl)sulfamoyl)ethyl)amino)-2-((tetradecanoyloxy)methyl)propane-1,3-diyl-ditetradecanoate